2-Bromo-5-iodo-1,3-xylene BrC1=C(C=C(C=C1C)I)C